O=C(/C=C/C(=O)OC)C(=O)OC (E)-dimethyl 4-oxopent-2-enedioate